(S)-6-((4-((2-hydroxy-1-phenylethyl)amino)-5-(5-(pyridin-3-yl)-1,3,4-oxadiazol-2-yl)pyrimidin-2-yl)amino)-1-isopropyl-2-propyl-1,2-dihydro-3H-pyrazolo[3,4-b]pyridin-3-one OC[C@H](C1=CC=CC=C1)NC1=NC(=NC=C1C=1OC(=NN1)C=1C=NC=CC1)NC1=CC=C2C(=N1)N(N(C2=O)CCC)C(C)C